7-bromo-N-(1H-indol-3-yl)-3,4-dihydroisoquinoline-2(1H)-carboxamide BrC1=CC=C2CCN(CC2=C1)C(=O)NC1=CNC2=CC=CC=C12